ClC1=C(C=CC=C1)C1NCCNC1 2-(2-chlorophenyl)piperazine